methacryloyl-oxy-chloro-propyl-trimethoxysilane C(C(=C)C)(=O)OC(O[Si](OC)(OC)CCC)Cl